NC1=CC=C(C=C1)[C@@H]1CC(N(C1)C(=O)OC(C)(C)C)=O tert-butyl (S)-4-(4-aminophenyl)-2-oxo-pyrrolidine-1-carboxylate